COC1=CC(=NC=C1)NC1=NC(=NN2C1=C(C(=C2)C2=NN(C=C2)C)C(=O)NCC(F)(F)F)C=2N(C=CN2)C 4-((4-Methoxypyridin-2-yl)amino)-2-(1-methyl-1H-imidazol-2-yl)-6-(1-methyl-1H-pyrazol-3-yl)-N-(2,2,2-trifluoroethyl)pyrrolo[2,1-f][1,2,4]triazine-5-carboxamide